3-bromo-6-fluoroquinolin-2(1H)-one BrC=1C(NC2=CC=C(C=C2C1)F)=O